3-(2,7-Dimethyl-2H-indazol-5-yl)-5-fluoro-7-(1,2,3,6-tetrahydropyridin-4-yl)cinnoline CN1N=C2C(=CC(=CC2=C1)C=1N=NC2=CC(=CC(=C2C1)F)C=1CCNCC1)C